COC1=CC=C(C(=N1)C)C1=C(C=CC=C1)C=1N=C2N(C=CC(=C2)C(=O)OC)C1 methyl 2-(2-(6-methoxy-2-methylpyridin-3-yl)phenyl)imidazo[1,2-a]pyridine-7-carboxylate